((3-(2-amino-1,2-dioxoethyl)-2-ethyl-1-(phenylmethyl)-1H-indol-4-yl)oxy)acetic acid NC(C(=O)C1=C(N(C2=CC=CC(=C12)OCC(=O)O)CC1=CC=CC=C1)CC)=O